C(#N)[C@@]1(CNCC1)COC=1C(=CC(=NC1)C)C1=CC=2N(C=C1)N=C(C2)NC(=O)C2CC2 (R)-N-[5-[5-[[(3R)-3-cyanopyrrolidin-3-yl]methoxy]-2-methyl-4-pyridyl]pyrazolo[1,5-a]pyridin-2-yl]cyclopropanecarboxamide